N-(2-acetyl-4-(1-(2-chloro-5-cyanobenzoyl)-1H-pyrazol-3-yl)-3,5-difluorophenyl)-2-chloro-5-cyanobenzamide C(C)(=O)C1=C(C=C(C(=C1F)C1=NN(C=C1)C(C1=C(C=CC(=C1)C#N)Cl)=O)F)NC(C1=C(C=CC(=C1)C#N)Cl)=O